trans-13-Docosenamide C(CCCCCCCCCCC\C=C\CCCCCCCC)(=O)N